(R)-3-(3-(3-(4-chloro-2-fluorophenyl)ureido)-4-((R)-1-ethoxy-2,2,2-trifluoroethyl)phenyl)pentanoic acid ClC1=CC(=C(C=C1)NC(NC=1C=C(C=CC1[C@H](C(F)(F)F)OCC)[C@@H](CC(=O)O)CC)=O)F